C(#N)CC1CCC(CC1)N1C(=NC=2C1=C1C(=NC2)NC=C1)CC(=O)NCC(C)(C)C 2-(1-((1r,4r)-4-(cyanomethyl)cyclohexyl)-1,6-dihydroimidazo[4,5-d]pyrrolo[2,3-b]pyridin-2-yl)-N-neopentyl-acetamide